(E)-N-(2-ethoxy-5-(4-(4-(4-oxopent-2-enoyl)piperazin-1-yl)quinazolin-6-yl)pyridin-3-yl)-2,4-difluorobenzenesulfonamide C(C)OC1=NC=C(C=C1NS(=O)(=O)C1=C(C=C(C=C1)F)F)C=1C=C2C(=NC=NC2=CC1)N1CCN(CC1)C(\C=C\C(C)=O)=O